3-[4-[[1-[[4-[(3R,5R)-5-[(1,5-dimethyl-6-oxo-pyridazin-4-yl)amino]-1-methyl-3-piperidyl]phenyl]methyl]-4-piperidyl]oxy]phenyl]piperidine-2,6-dione CN1N=CC(=C(C1=O)C)N[C@@H]1C[C@@H](CN(C1)C)C1=CC=C(C=C1)CN1CCC(CC1)OC1=CC=C(C=C1)C1C(NC(CC1)=O)=O